ClC1=NC=NN2C1=CC(=C2)CN2C(N(C=CC2=O)C)=O 3-((4-chloropyrrolo[2,1-f][1,2,4]triazin-6-yl)methyl)-1-methylpyrimidine-2,4(1H,3H)-dione